1-(4-((5-chloro-4-(2,5-dihydro-1H-pyrrol-3-yl)pyrimidin-2-yl)amino)piperidin-1-yl)ethan-1-one ClC=1C(=NC(=NC1)NC1CCN(CC1)C(C)=O)C=1CNCC1